trans-N-(4-((5-fluoro-4-(3-(2-oxo-1,2-dihydropyridin-4-yl)phenyl)pyrimidin-2-yl)amino)cyclohexyl)acetamide FC=1C(=NC(=NC1)N[C@@H]1CC[C@H](CC1)NC(C)=O)C1=CC(=CC=C1)C1=CC(NC=C1)=O